methyl N-(4-(2,6-dimethylphenyl)-2-oxo-2H-pyrano[2,3-b]pyridin-7-yl)-N-methylalaninate CC1=C(C(=CC=C1)C)C1=CC(OC2=NC(=CC=C21)N([C@@H](C)C(=O)OC)C)=O